6-((3S,5R)-3,5-dimethylpiperazin-1-yl)-3-((8-fluoro-2-methylimidazo[1,2-a]pyridin-6-yl)amino)-1H-indazole-4-carbonitrile bis(2,2,2-trifluoroacetate) FC(C(=O)O)(F)F.FC(C(=O)O)(F)F.C[C@H]1CN(C[C@H](N1)C)C=1C=C(C=2C(=NNC2C1)NC=1C=C(C=2N(C1)C=C(N2)C)F)C#N